O1C(COCC1)=O 1,4-dioxaneOne